CC=1C=C(C=C(C1)C(F)(F)F)NC(=O)[N-]C1=C[N+](=NO1)C(CC1=CC=CC=C1)C ((3-methyl-5-(trifluoromethyl)phenyl)carbamoyl)(3-(1-phenylpropan-2-yl)-1,2,3-oxadiazol-3-ium-5-yl)amide